C(CCCCCCCCCCCCCCCCC)[Si](OCC)(OCC)C stearyl-methyldiethoxysilane